ClC1=C(C(=O)NC2=C(C=C(C=C2)C(=O)N2CCC(C(C3=C2C=CC(=C3)Cl)([2H])O)(F)F)OC)C=C(C=C1)F 2-chloro-N-{4-[7-chloro-4,4-difluoro-5-hydroxy-2,3,4,5-tetrahydro(5-2H)-1H-1-benzazepine-1-carbonyl]-2-methoxyphenyl}-5-fluorobenzamide